methyl 2-((R)-3-(5-(1,8-naphthyridin-2-yl) pentyl) pyrrolidin-1-yl)-2-phenylacetate N1=C(C=CC2=CC=CN=C12)CCCCC[C@H]1CN(CC1)C(C(=O)OC)C1=CC=CC=C1